BrC=1C=C(C=CC1)C#CC=1SC(=CC1)C 2-((3-bromophenyl)ethynyl)-5-methylthiophene